7-methoxy-4-methyl-2-[[(3S)-3-methyl-1-piperidinyl]methyl]-1-(p-tolylsulfonyl)pyrrolo[2,3-c]pyridine COC=1N=CC(=C2C1N(C(=C2)CN2C[C@H](CCC2)C)S(=O)(=O)C2=CC=C(C=C2)C)C